NC12CCC(CC1)(CC2)CO (4-aminobicyclo[2.2.2]oct-1-yl)methanol